methyl (E)-3-(2,6-dimethoxy-4-(2-methyl-1-oxo-1,2-dihydro-2,7-naphthyridin-4-yl)phenyl)acrylate COC1=C(C(=CC(=C1)C1=CN(C(C2=CN=CC=C12)=O)C)OC)/C=C/C(=O)OC